ClC1=C(C=CC=C1NC1=CC(=NC=C1)OC)[C@@]1(CC(N(C(N1)=N)C1CCOCC1)=O)C (6S)-6-{2-Chloro-3-[(2-methoxypyridin-4-yl)amino]-phenyl}-2-imino-6-methyl-3-(tetrahydropyran-4-yl)-hexahydropyrimidin-4-one